S1C=NC2=C1C=C(C=C2)\C=C\2/N=C(NC2=O)NC21CC3(CC(CC(C2)C3)(C1)C)C (4Z)-4-(1,3-Benzothiazol-6-ylmethylene)-2-[[3,5-dimethyl-1-adamantyl]amino]-1H-imidazol-5-one